4-but-3-enyl-5-methoxy-2-(trifluoromethyl)quinazoline C(CC=C)C1=NC(=NC2=CC=CC(=C12)OC)C(F)(F)F